C(C)(C)NCCCCOC1=C(C=C(C=C1)C1=CC=CC=C1)C1=CC=2C(CCC(C2C=C1)(C)C)(C)C 4'-(4-isopropylamino-butoxy)-3'-(5,5,8,8-tetramethyl-5,6,7,8-tetrahydro-naphthalen-2-yl)-biphenyl